FC1CN(CCC1)C=1OC2=C(N1)C=CC(=C2)[N+](=O)[O-] 2-(3-fluoropiperidin-1-yl)-6-nitrobenzo[d]oxazole